C(CCCC)OC([C@@H](N)C)=O L-alanine pentyl ester